(6-fluoro-8-(4-methoxy-1,2-dimethyl-6-(trifluoromethyl)-1H-benzo[d]imidazol-5-yl)imidazolo[1,2-a]pyridin-3-yl)(3,4,5-trifluorophenyl)methanone FC=1C=C(C=2N(C1)C(=CN2)C(=O)C2=CC(=C(C(=C2)F)F)F)C2=C(C1=C(N(C(=N1)C)C)C=C2C(F)(F)F)OC